2-(1-(4-Amino-3-(4-isopropoxyphenyl)-1H-pyrazolo[3,4-d]pyrimidin-1-yl)ethyl)-3-(3-Fluorophenyl)-4H-chromen-4-one NC1=C2C(=NC=N1)N(N=C2C2=CC=C(C=C2)OC(C)C)C(C)C=2OC1=CC=CC=C1C(C2C2=CC(=CC=C2)F)=O